NC=1N2C(C=3N(C(N(C3N1)CCN1CCOCC1)=O)C)=NN(C2=O)CC2=CC=CC=C2 5-Amino-2-benzyl-9-methyl-7-(2-morpholin-4-yl-ethyl)-7,9-dihydro-2H-[1,2,4]triazolo[3,4-i]purine-3,8-dione